7-(2-(5-Cyclopropyl-3-(2-(trifluoromethyl)phenyl)isoxazol-4-yl)-7-azaspiro[3.5]non-1-en-7-yl)cinnolin C1(CC1)C1=C(C(=NO1)C1=C(C=CC=C1)C(F)(F)F)C1=CC2(C1)CCN(CC2)C2=CC=C1C=CN=NC1=C2